C(C)(C)(C)OC(=O)N1C[C@@H](CC1)CO.C(C)(C)(C)P(C1(C(C=CC=C1)(C)P(C1=NC=CC=C1)C(C)(C)C)C)C1=NC=CC=C1 1,2-bis((t-butyl)(2-pyridyl)phosphino)o-xylene tert-butyl-(R)-3-(hydroxymethyl)pyrrolidine-1-carboxylate